FC[C@@H]1N(CC1)C=1N=C2N(C(C1C)=O)C=C(C=C2[C@@H](C)NC2=C(C(=O)O)C=CC=C2)C 2-(((R)-1-(2-((R)-2-(fluoromethyl)azetidin-1-yl)-3,7-dimethyl-4-oxo-4H-pyrido[1,2-a]pyrimidin-9-yl)ethyl)amino)benzoic acid